CC1=C(C(=CC(=C1)C)C)N([SiH3])[SiH3] N-(2,4,6-Trimethylphenyl)disilazan